4-(3-acrylamidophenylamino)-N-cyclopropyl-2-(phenylamino)pyrimidine-5-carboxamide C(C=C)(=O)NC=1C=C(C=CC1)NC1=NC(=NC=C1C(=O)NC1CC1)NC1=CC=CC=C1